1-(benzyloxy)-4-(difluoromethoxy)benzene C(C1=CC=CC=C1)OC1=CC=C(C=C1)OC(F)F